(Z)-sodium hydrogen 5-(5-bromo-3-(1-cyano-2-(5-cyano-2-methoxyphenyl) vinyl)-1H-indol-1-yl)-5-oxopentylphosphonate BrC=1C=C2C(=CN(C2=CC1)C(CCCCP(O)([O-])=O)=O)C(=CC1=C(C=CC(=C1)C#N)OC)C#N.[Na+]